NC(CC1=NC2=C(N1)C=C(C=C2C(=O)NC2=C(C(=CC=C2)Cl)C)NC(=O)C2=C(C=CC=C2)C(F)(F)F)=O 2-(2-Amino-2-oxoethyl)-N-(3-chloro-2-methylphenyl)-6-({[2-(trifluoromethyl)phenyl]carbonyl}amino)-1H-benzoimidazole-4-carboxamide